Hexafluorononanol FC(C(C(O)(F)F)(F)F)(CCCCCC)F